OC(C(=O)NC)CCC1=CC=CC=C1 hydroxy-N-methyl-4-phenylbutanamide